O=C1N(CCC(N1)=O)N1C(C2=CC=C(C=C2C1=O)N1CCC(CC1)CN1CCN(CC1)C1=NC=C(C(=C1)C(F)(F)F)C=1C=CC=2C3=C(N(C2C1)C)C=CN=C3)=O 2-(2,4-dioxotetrahydropyrimidin-1(2H)-yl)-5-(4-((4-(5-(5-methyl-5H-pyrido[4,3-b]indol-7-yl)-4-(trifluoromethyl)pyridin-2-yl)piperazin-1-yl)methyl)piperidin-1-yl)isoindoline-1,3-dione